2-((4-chlorobenzyl)oxy)-4-(2-(trimethylsilyl)ethoxy)-5-((trimethylsilyl)ethynyl)pyrimidine ClC1=CC=C(COC2=NC=C(C(=N2)OCC[Si](C)(C)C)C#C[Si](C)(C)C)C=C1